C(N)(OCC(N1C=C(C2=C1N=CN=C2Cl)I)C(C)(C)C)=O (tert-butyl 2-(4-chloro-5-iodo-7H-pyrrolo[2,3-d]pyrimidin-7-yl) ethyl) carbamate